C1(CC1)C1=NC=NC(=C1C1=NC(=C2N=CN(C2=N1)C)NCC1=CC=C(C=C1)C=1N(C=C(N1)C(F)(F)F)C)OC 2-(4-cyclopropyl-6-methoxypyrimidin-5-yl)-9-methyl-N-(4-(1-methyl-4-(trifluoromethyl)-1H-imidazol-2-yl)benzyl)-9H-purin-6-amine